(3R)-3-Hydroxy-4-methyl-N-[(1S)-1-[3-(2,2,2-Trifluoroethoxy)phenyl]ethyl]-3-(trifluoromethyl)pentanamid O[C@](CC(=O)N[C@@H](C)C1=CC(=CC=C1)OCC(F)(F)F)(C(C)C)C(F)(F)F